7-Chloro-4-(cyclopropylamino)-1-phenylquinazolin-2(1H)-one ClC1=CC=C2C(=NC(N(C2=C1)C1=CC=CC=C1)=O)NC1CC1